FC=1C=CC=C2C(=C(/C(/C12)=C/C1=CC=C(C=C1)C(C)C)C)CC(=O)O 2-[(1Z)-7-fluoro-2-methyl-1-{[4-(propan-2-yl)phenyl]methylidene}-1H-inden-3-yl]acetic acid